azo-bis-isobutyronitrile CC(C)(C#N)N=NC(C)(C)C#N